5-(4-((1,4-Dioxacyclohexan-2-yl)methoxy)-3-methoxyphenyl)-2-oxo-6-(trifluoromethyl)-1,2-dihydropyridine-3-carboxamide O1C(COCC1)COC1=C(C=C(C=C1)C=1C=C(C(NC1C(F)(F)F)=O)C(=O)N)OC